CN(S(=O)(=O)C1=CC=C(C=C1)S(=O)(=O)NC1=C(C=CC=C1)N1CC(CCC1)OC1=CC=CC=C1)C N1,N1-dimethyl-N4-(2-(3-phenoxypiperidin-1-yl)phenyl)benzene-1,4-disulfonamide